CN1CC2N(C3=C(C1)C=C(C=N3)C(F)(F)F)CCNC2 6-methyl-3-(trifluoromethyl)-6,7,7a,8,10,11-hexahydropyrazino[1,2-a]pyrido[3,2-f][1,4]diazepin